4-((1-tert-butyl-5-chloro-6-oxo-1,6-dihydropyridazin-4-yl)thiomethyl)-N-(dimethylaminomethylene)benzamide C(C)(C)(C)N1N=CC(=C(C1=O)Cl)SCC1=CC=C(C(=O)N=CN(C)C)C=C1